OC1=C(C(=O)C2=CC(=C(C=C2)OCC)OCC)C=CC(=C1)O 2,4-Dihydroxy-3',4'-diethoxybenzophenone